CC1=C(C=C(C(=O)NC2=CC=C(C=C2)C2CN(CC2)C)C=C1)NC1=NC=CC(=N1)C=1C=NC=CC1 4-Methyl-N-[4-(1-methyl-pyrrolidin-3-yl)-phenyl]-3-(4-pyridin-3-yl-pyrimidin-2-ylamino)-benzamide